methyl-1-(thieno[2,3-c]pyridin-3-yl)-1H-pyrrole CC=1N(C=CC1)C1=CSC2=CN=CC=C21